6-chloro-N-[1-[3-(6-methoxypyridazin-3-yl)pyrazin-2-yl]ethyl]-8-(trifluoromethyl)quinazolin-4-amine ClC=1C=C2C(=NC=NC2=C(C1)C(F)(F)F)NC(C)C1=NC=CN=C1C=1N=NC(=CC1)OC